diphenoxytetrafluorocyclotriphosphazene O(C1=CC=CC=C1)P1(=NP(=NP(=N1)(F)F)(F)F)OC1=CC=CC=C1